CC=1N=CSC1C=C 4-methyl-5-vinyl-thiazole